butyl 3-(acetylthio)-3-(2-oxoethyl)azetidine-1-carboxylate C(C)(=O)SC1(CN(C1)C(=O)OCCCC)CC=O